2-(4-fluoro-3-(trifluoromethyl)phenoxy)-5-(((1-methyl-6-morpholinyl-2-oxo-1,2-dihydropyrimidin-4-yl)oxy)methyl)benzonitrile FC1=C(C=C(OC2=C(C#N)C=C(C=C2)COC2=NC(N(C(=C2)N2CCOCC2)C)=O)C=C1)C(F)(F)F